O=C1C(CC(CC1)(C(=O)OCC)C(=O)OCC)C(=O)OCC Triethyl 4-oxocyclohexan-1,1,3-tricarboxylate